N=1C=NN2C1C=C(C=C2)OC=2C(=C(C(=NC2)N)F)C 5-([1,2,4]triazolo[1,5-a]pyridin-7-yloxy)-3-fluoro-4-methylpyridin-2-amine